N-(4-fluorophenyl)-2-{1-[1-(trifluoromethyl)cyclopropane-1-carbonyl]-1,2,3,4-tetrahydroquinolin-6-yl}propanamide FC1=CC=C(C=C1)NC(C(C)C=1C=C2CCCN(C2=CC1)C(=O)C1(CC1)C(F)(F)F)=O